CC1(C(C=NC=C1)N)N 4-methylpyridine-3,4-diamine